ClC1=CC=C(C(=O)C2=C(C(=O)O)C=C(C=C2F)[C@@](CC)(O)C2(CCOCC2)F)C=C1 (R)-2-(4-chlorobenzoyl)-3-fluoro-5-(1-(4-fluorotetrahydro-2H-pyran-4-yl)-1-hydroxypropyl)benzoic acid